C1(CC1)C1=CC2=C(N=CN=C2N[C@@H]2[C@H](COC3=CC=CC=C23)C2(CCOCC2)O)N1 4-[(3R,4R)-4-[(6-Cyclopropyl-7H-Pyrrolo[2,3-D]Pyrimidin-4-Yl)Amino]Chroman-3-Yl]Tetrahydropyran-4-Ol